[SiH]#[SiH] Disilyne